(R)-3-(4-amino-3-(7-(4-trifluoromethylbenzamido)benzo[d][1,3]dioxol-4-yl)-1H-pyrazolo[3,4-d]pyrimidin-1-yl)piperidine-1-carboxylic acid tert-butyl ester C(C)(C)(C)OC(=O)N1C[C@@H](CCC1)N1N=C(C=2C1=NC=NC2N)C2=CC=C(C=1OCOC12)NC(C1=CC=C(C=C1)C(F)(F)F)=O